2-Amino-N-(1-[8-chloro-5-(2,2-dimethyl-1,1-dioxidothiomorpholin-4-yl)imidazo[1,5-a]pyridin-6-yl]ethyl)pyrazolo[1,5-a]pyrimidine-3-carboxamide NC1=NN2C(N=CC=C2)=C1C(=O)NC(C)C=1C=C(C=2N(C1N1CC(S(CC1)(=O)=O)(C)C)C=NC2)Cl